C(C(C(=O)O)O)(C(=O)O)O The molecule is a tetraric acid that is butanedioic acid substituted by hydroxy groups at positions 2 and 3. It has a role as a human xenobiotic metabolite and a plant metabolite. It is a conjugate acid of a 3-carboxy-2,3-dihydroxypropanoate.